(2-amino-1H-benzo[d]imidazol-1-yl)phosphonic acid diethyl ester C(C)OP(OCC)(=O)N1C(=NC2=C1C=CC=C2)N